2-[[6-chloro-2-(2-methyl-4-pyridinyl)pyrrolo[3,2-c]pyridin-1-yl]methoxy]ethyl-trimethyl-silane ClC1=CC2=C(C=N1)C=C(N2COCC[Si](C)(C)C)C2=CC(=NC=C2)C